N-Methyl-1-(7-(pyrimidin-4-yl)isochroman-1-yl)methanamine hydrochloride salt Cl.CNCC1OCCC2=CC=C(C=C12)C1=NC=NC=C1